(3R)-1-(8-fluoro-2-((1-((3-fluoroazetidin-1-yl)methyl)cyclopropyl)methoxy)-7-(6-methyl-5-((Z)-prop-1-en-1-yl)-1H-indazol-4-yl)pyrido[4,3-d]pyrimidin-4-yl)-3-methylpiperidin-3-ol FC1=C(N=CC2=C1N=C(N=C2N2C[C@@](CCC2)(O)C)OCC2(CC2)CN2CC(C2)F)C2=C1C=NNC1=CC(=C2\C=C/C)C